C(C=C)OC1OC(OCC1)=O 4-allyloxy-1,3-dioxan-2-one